C(CCCCCCCCCCC)C1=CC=C(CC(C(=O)C2=CC=C(C=C2)N2CCOCC2)(CCCCCC)N(C)C)C=C1 2-(4-n-dodecylbenzyl)-2-(dimethylamino)-1-(4-morpholinophenyl)octan-1-one